sulfamic acid aluminum salt [Al+3].S(N)([O-])(=O)=O.S(N)([O-])(=O)=O.S(N)([O-])(=O)=O